1,1'-(3,3'-ditrifluoromethyl[1,1'-biphenyl]-4,4'-diyl)bis{1-amino-4-[(E)-diazenyl]naphthalene-2-sulfonic acid} FC(C=1C=C(C=CC1C1(C(C=C(C2=CC=CC=C12)\N=N\[H])S(=O)(=O)O)N)C1=CC(=C(C=C1)C1(C(C=C(C2=CC=CC=C12)\N=N\[H])S(=O)(=O)O)N)C(F)(F)F)(F)F